BrC1=NC=CC(=C1)OCC 2-bromo-4-ethoxy-pyridine